FC=1C(=CC2=C(OCCN2C(=O)OC(C)(C)C)C1)B1OC(C(O1)(C)C)(C)C tert-butyl 7-fluoro-6-(4,4,5,5-tetramethyl-1,3,2-dioxaborolan-2-yl)-2,3-dihydro-4H-benzo[b][1,4]oxazine-4-carboxylate